FC(C1=CC=C(C=C1)N1N=NC(=C1COC1=CC=C(N=N1)N1C(CN(CC1)C(=O)OC(C)(C)C)=O)C)F tert-butyl 4-(6-((1-(4-(difluoromethyl) phenyl)-4-methyl-1H-1,2,3-triazol-5-yl) methoxy) pyridazin-3-yl)-3-oxopiperazine-1-carboxylate